[2H]OS(=O)(=O)O[2H] Sulfuric acid-d2